C(C)(C)(C)OC(=O)N1[C@@H](COCC1)CC[C@H](C(C)C)N1CC(C1)C=1C=C(C=2N(C1)C(=NC2)C)Cl (3R)-3-[(3R)-3-(3-{8-chloro-3-methylimidazo[1,5-a]pyridin-6-yl}azetidin-1-yl)-4-methylpentyl]morpholine-4-carboxylic acid tert-butyl ester